2-[4-(1,3-dimethyl-2H-benzimidazol-2-yl)phenyl]-1,3-dimethyl-2H-benzimidazole CN1C(N(C2=C1C=CC=C2)C)C2=CC=C(C=C2)C2N(C1=C(N2C)C=CC=C1)C